2-(2-(1,3-dioxolan-2-yl)-3-((4-methoxybenzyl)oxy)phenyl)-4,4,5,5-tetramethyl-1,3,2-dioxaborolane O1C(OCC1)C1=C(C=CC=C1OCC1=CC=C(C=C1)OC)B1OC(C(O1)(C)C)(C)C